ruthenium ethyne C#C.[Ru]